1-(4-(4,4,5,5-tetramethyl-1,3,2-dioxaborolan-2-yl)phenyl)pyrrolidin-2-one CC1(OB(OC1(C)C)C1=CC=C(C=C1)N1C(CCC1)=O)C